C1(CC1)C(=O)C1=C(C=C(C(=C1)F)COC1=NC(=CC=C1)C1CCNCC1)OC cyclopropyl-(5-fluoro-2-methoxy-4-(((6-(piperidin-4-yl)pyridin-2-yl)oxy)methyl)phenyl)methanone